5,7-Dimethyl-N-(4-(Prop-2-Yn-1-Yloxy)Phenyl)Pyrazolo[1,5-A]Pyrimidine-3-Carboxamide CC1=NC=2N(C(=C1)C)N=CC2C(=O)NC2=CC=C(C=C2)OCC#C